phenyl-(1,2,4,5-tetrazine) C1(=CC=CC=C1)C=1N=NC=NN1